FC(C=1C=C(C=CC1F)N1C=C(C=2[C@@H](C(CCC12)(F)F)O)S(=O)(=O)C(F)F)F (S)-1-(3-(difluoromethyl)-4-fluorophenyl)-3-((difluoromethyl)sulfonyl)-5,5-difluoro-4,5,6,7-tetrahydro-1H-indol-4-ol